4-[4-(3-hydroxypropyl-oxy)benzoyl]cinnamic acid methyl ester COC(C=CC1=CC=C(C=C1)C(C1=CC=C(C=C1)OCCCO)=O)=O